CN(CCN1N=CC(=C1)CN(C[C@H](CCCCCCCCCC)O)C[C@@H](CCCCCCCCCC)O)C (S)-1-(((1-(2-(dimethylamino)ethyl)-1H-pyrazol-4-yl)methyl)((R)-2-hydroxydodecyl)amino)dodecan-2-ol